CC1=C(C=C2CCCOC2=C1C)O 7,8-dimethyl-6-chromanol